5,7-difluorobenzo[d]oxazole FC=1C=C(C2=C(N=CO2)C1)F